7-Bromo-2,4-dichloro-8-fluoro-6-iodo-quinazoline BrC1=C(C=C2C(=NC(=NC2=C1F)Cl)Cl)I